[2-(2'-Fluoro-4-propyl-[1,1':4',1'']terphenyl-4''-yloxy)ethyl]-ethane-1,2-diamine FC1=C(C=CC(=C1)C1=CC=C(C=C1)OCCC(CN)N)C1=CC=C(C=C1)CCC